COC1=NC=C(C(=N1)OC)C1=NC(=NC(=C1)N1C[C@@H](C(C1)(F)F)OC1=C(C=C2C=NN(C2=C1)CC(F)(F)F)F)C (S)-6-((1-(2',4'-dimethoxy-2-methyl-[4,5'-bipyrimidin]-6-yl)-4,4-difluoropyrrolidin-3-yl)oxy)-5-fluoro-1-(2,2,2-trifluoroethyl)-1H-indazole